4-(7-methylimidazo[1,2-a]pyridin-2-yl)benzonitrile CC1=CC=2N(C=C1)C=C(N2)C2=CC=C(C#N)C=C2